C12(CC3(CC(CC(C1)C3)C2)C(=O)Cl)C(=O)Cl adamantane-1,3-dicarboxylic acid chloride